(Z)-octadec-9-en-1-yl oleate (Z)-octadec-9-en-1-yl-oleate C(CCCCCCC\C=C/CCCCCCCC)OC(CCCCCCC\C=C/CCCCCCCC)=O.C(CCCCCCC\C=C/CCCCCCCC)(=O)OCCCCCCCC\C=C/CCCCCCCC